C(C1=CC=CC=C1)N1CC(N2C1=C(C(=C(C2=O)Br)C(C2=CC=CC1=CC=CC=C21)(F)F)C2=CC(=CC=C2)C(F)(F)F)C(=O)O 1-benzyl-6-bromo-7-(difluoro(naphthalen-1-yl)methyl)-5-oxo-8-(3-(trifluoromethyl)phenyl)-1,2,3,5-tetrahydroimidazo[1,2-a]pyridine-3-carboxylic acid